1-(methylamino)-5-((2R,4S)-4-(7-methyl-6-(trifluoromethyl)-4-(3-(trifluoromethyl)bicyclo-[1.1.1]pentan-1-yl)pyrido[2,3-d]pyrimidin-2-yl)tetrahydro-2H-pyran-2-yl)pyridin-2(1H)-one CNN1C(C=CC(=C1)[C@@H]1OCC[C@@H](C1)C=1N=C(C2=C(N1)N=C(C(=C2)C(F)(F)F)C)C21CC(C2)(C1)C(F)(F)F)=O